(S)-3-ethyl-5-methyl-2-(2-aminoethoxymethyl)-4-(2-chlorophenyl)-1,4-dihydro-6-methyl-3,5-pyridinedicarboxylate C(C)C1([C@H](NC(C(C1C1=C(C=CC=C1)Cl)(C(=O)[O-])C)C)COCCN)C(=O)[O-]